dimethoxymethyl-(4-isopropenylphenyl)silane COC(OC)[SiH2]C1=CC=C(C=C1)C(=C)C